ClC1=C2C(=NC(=N1)Cl)N(N=C2I)C2OCCCC2 4,6-dichloro-3-iodo-1-(tetrahydro-2H-pyran-2-yl)-1H-pyrazolo[3,4-d]pyrimidine